BrC1=CC(=CC(=C1)OC(F)(F)F)C(F)F bromo-3-(difluoromethyl)-5-(trifluoromethoxy)benzene